(S)-2-((3S,5S)-3,5-Dimethylmorpholin-4-yl)-9-(2-oxo-2-phenyl-ethyl)-8-trifluoromethyl-6,7,8,9-tetrahydro-pyrimido[1,2-a]-pyrimidin-4-one C[C@@H]1N([C@H](COC1)C)C=1N=C2N(C(C1)=O)CC[C@H](N2CC(C2=CC=CC=C2)=O)C(F)(F)F